Heptandiamin C(CCCCCC)(N)N